O=C1CCC2(CN(C2)C=2C=C(C=CC2)C#CC=2C=CC(=C(C2)NC(=O)C2=CNC(C=C2C(F)(F)F)=O)N2C[C@@H](N(CC2)C)C)CC1 (S)-N-(5-((3-(7-oxo-2-azaspiro[3.5]non-2-yl)phenyl)ethynyl)-2-(3,4-dimethylpiperazin-1-yl)phenyl)-6-oxo-4-(trifluoromethyl)-1,6-dihydropyridine-3-carboxamide